N1CCC(CC1)C(=O)NC1=CC=CC=C1 4-piperidinecarboxanilide